COC(N(C)CCN1CCN(CC1)CCC(NC1=NC=CC(=C1)NC1=C(N=NC(=C1)C1=C(C=CC(=C1)Cl)F)C)=O)=O Methyl-N-[2-(4-{2-[(4-{[6-(5-Chloro-2-Fluorophenyl)-3-Methylpyridazin-4-yl]Amino}Pyridin-2-yl)Carbamoyl]Ethyl}Piperazin-1-yl)Ethyl]-N-Methylcarbamat